NC(C(=O)OC1=CC(=NC(=C1)CO)CO)CCCC (2,6-bis(hydroxymethyl) pyridin-4-yl) aminocaproate